F[C@@H]1[C@@]2(C[C@H]([C@](C[C@H]1OC=1N=NC(=CN1)C1=C(C=C(C=C1)N1C=NC=C1)O)(N2)C)OC)C 2-(3-(((1S,2R,3R,5S,6R)-2-fluoro-6-methoxy-1,5-dimethyl-8-azabicyclo[3.2.1]octan-3-yl)oxy)-1,2,4-triazin-6-yl)-5-(1H-imidazol-1-yl)phenol